Chroman-6-yl-((3R,5R)-4-(2-fluoro-4-methoxybenzoyl)-3,5-dimethylpiperazin-1-yl)methanone O1CCCC2=CC(=CC=C12)C(=O)N1C[C@H](N([C@@H](C1)C)C(C1=C(C=C(C=C1)OC)F)=O)C